BrC=1C(=C(C=CC1)S(=O)(=O)NC=1C=C(C(C(=O)O)=CC1)C(=O)O)Cl 4-[(3-bromo-2-chloro-phenyl)sulfonylamino]phthalic acid